tert-butyl 3-(5-chloro-6-methylpyrazin-2-yl)-7-cyanoindole-1-carboxylate ClC=1N=CC(=NC1C)C1=CN(C2=C(C=CC=C12)C#N)C(=O)OC(C)(C)C